2-Chloro-4-{2-[(3-dimethylaminopropyl)aminomethyl]thien-4-yl}-7-phenyl-7H-pyrrolo[2,3-d]pyrimidine ClC=1N=C(C2=C(N1)N(C=C2)C2=CC=CC=C2)C=2C=C(SC2)CNCCCN(C)C